C(C)(C)(C)C=1C(=C(C=C(C1)[N+](=O)[O-])S(=O)(=O)N)C1=CN=CS1 tert-butyl-5-nitro-2-thiazol-5-yl-benzenesulfonamide